(S)-4-amino-2-fluoro-3-((oxetan-2-ylmethyl)amino)benzoic acid methyl ester COC(C1=C(C(=C(C=C1)N)NC[C@H]1OCC1)F)=O